3-(3-chloro-4-fluorophenyl)-1-((R)-2-hydroxypropyl)-1-((S)-1-(1-oxo-1,2-dihydroisoquinolin-4-yl)ethyl)urea ClC=1C=C(C=CC1F)NC(N([C@@H](C)C1=CNC(C2=CC=CC=C12)=O)C[C@@H](C)O)=O